Cl.Cl.NCC1=CC=C(C=C1)C=1C=2N(C=C(N1)N(C)C)N=CC2 4-(4-(aminomethyl)phenyl)-N,N-dimethylpyrazolo[1,5-a]pyrazin-6-amine dihydrochloride